C1(CC1)[C@]1(C(NC(N1)=O)=O)CCC(=O)N1CC2N(C3=CC=CC=C3CC2)CC1 (5S)-5-cyclopropyl-5-(3-(1,2,4,4a,5,6-hexahydro-3H-pyrazino[1,2-a]Quinolin-3-yl)-3-oxopropyl)imidazolidine-2,4-dione